FC12CC(C1)(C2)CCCCCCCCCCCCCCCCC(=O)O 17-(3-fluoro-bicyclo[1.1.1]pent-1-yl)heptadecanoic acid